(4S)-1-(tert-butoxycarbonyl)-4-(2,6-difluorophenyl)pyrrolidine-2-carboxylic acid C(C)(C)(C)OC(=O)N1C(C[C@H](C1)C1=C(C=CC=C1F)F)C(=O)O